(±)-1-(3,4-dichlorobenzyl)-3,7-dimethyl-8-(2-oxopiperidin-4-ylamino)-1H-purine-2,6(3H,7H)-dione ClC=1C=C(CN2C(N(C=3N=C(N(C3C2=O)C)N[C@H]2CC(NCC2)=O)C)=O)C=CC1Cl |r|